ethyl (2-amino-5-(thiophen-2-yl)phenyl)carbamate NC1=C(C=C(C=C1)C=1SC=CC1)NC(OCC)=O